O1C(=CC=C1)C=1N(C2=NC(=NC(=C2N1)NC)C#CCCCC)[C@H]1OC[C@H]([C@H]1O)O (2S,3R,4R)-2-(8-(furan-2-yl)-2-(hex-1-yn-1-yl)-6-(methylamino)-9H-purin-9-yl)tetrahydrofuran-3,4-diol